1-[3-[2-(trifluoromethyl)-4-pyridinyl]isoxazol-5-yl]ethanone FC(C1=NC=CC(=C1)C1=NOC(=C1)C(C)=O)(F)F